OCCC=1C2=CNC2=C(C1)C=O (2-hydroxyethyl)-6-azabicyclo[3.2.0]hepta-1(7),2,4-triene-4-carbaldehyde